COC(=O)C=1SC(=CC1C)C1=NO[C@](C1)(C(F)(F)F)C1=CC(=C(C(=C1)Cl)Cl)Cl 3-methyl-5-[(5S)-5-(3,4,5-trichlorophenyl)-5-(trifluoromethyl)-4H-isoxazol-3-yl]Thiophene-2-Carboxylic acid methyl ester